N6-[(Cyclopentyloxy)carbonyl]-L-lysine C1(CCCC1)OC(=O)NCCCC[C@H](N)C(=O)O